3-((4-fluoro-2-methylphenyl)amino)-5-(trifluoromethyl)pyridine-2-carboxylic acid FC1=CC(=C(C=C1)NC=1C(=NC=C(C1)C(F)(F)F)C(=O)O)C